dimethyl(2,3,5,6-tetrafluorophenyl)silane C[SiH](C1=C(C(=CC(=C1F)F)F)F)C